C(C1=CC=CC=C1)N1C=NC2=CC=CC(=C2C1=O)NC(OC(C)(C)C)=O tert-butyl (3-benzyl-4-oxo-3,4-dihydroquinazolin-5-yl)carbamate